BrC1=CC(=NC2=C(C=C(C=C12)OC)C(=O)OCC)C ethyl 4-bromo-6-methoxy-2-methylquinoline-8-carboxylate